isopropyl (2S)-6-diazo-2-(2-(ethylsulfinyl) acetamido)-5-oxohexanoate [N+](=[N-])=CC(CC[C@@H](C(=O)OC(C)C)NC(CS(=O)CC)=O)=O